CC=1SC(=C(N1)C)[C@@H]1CN2[C@@H](CO1)CN(CC2)C(=O)C2=C(C(=CC=C2)OC)Cl [(3S,9aR)-3-(2,4-dimethylthiazol-5-yl)-3,4,6,7,9,9a-hexahydro-1H-pyrazino[2,1-c][1,4]oxazin-8-yl]-(2-chloro-3-methoxy-phenyl)methanone